4-(6-Azaspiro[2.5]octan-6-yl)imidazo[1,2-a]quinoxaline-7-carboxylic acid C1CC12CCN(CC2)C=2C=1N(C3=CC=C(C=C3N2)C(=O)O)C=CN1